6-methyl-4-[(1-methylcyclopropyl)amino]-N-[(1r,5s,6r)-3-oxabicyclo[3.1.0]hex-6-yl]furo[2,3-d]pyrimidine-5-carboxamide CC1=C(C2=C(N=CN=C2NC2(CC2)C)O1)C(=O)NC1[C@H]2COC[C@@H]12